C(C)N(C(C1=CC=C(C=C1)Cl)=O)CC N,N-diethyl-p-chlorobenzamide